C1(CC1)C1=C(C=C(C=C1)CC(=O)O)CCN[C@@H]([C@H]1CNC2=C(N1)N=CC=C2)C2=CC=CC=C2 2-(4-cyclopropyl-3-(2-(((R)-phenyl((R)-1,2,3,4-tetrahydropyrido[2,3-b]pyrazin-3-yl)methyl)amino)ethyl)phenyl)acetic acid